5-sulfamoyl-pyridin S(N)(=O)(=O)C=1C=CC=NC1